(5-(6-(pyridin-4-yl)-1-((2-(trimethylsilyl)ethoxy)methyl)-1H-benzo[d]imidazol-2-yl)-1-((2-(trimethylsilyl)ethoxy)methyl)-1H-pyrrol-3-yl)(2-(trifluoromethyl)phenyl)methanone N1=CC=C(C=C1)C=1C=CC2=C(N(C(=N2)C2=CC(=CN2COCC[Si](C)(C)C)C(=O)C2=C(C=CC=C2)C(F)(F)F)COCC[Si](C)(C)C)C1